N-(4-{[6-(5-Chloro-2-Fluorophenyl)-3-Methylpyridazin-4-yl]Amino}Pyridin-2-yl)-2-Methyl-2,8-Diazaspiro[4.5]Decane-8-Carboxamid ClC=1C=CC(=C(C1)C1=CC(=C(N=N1)C)NC1=CC(=NC=C1)NC(=O)N1CCC2(CCN(C2)C)CC1)F